ClC1=CC=C(C=C1)C1CC(N(O1)C)(C)C1NNC2=C(CC1)C=CC=C2 3-[5-(4-chloro-phenyl)-2,3-dimethyl-isoxazolidin-3-yl]-tetrahydrobenzodiazepine